3-methyl-4-(4,4,5,5-tetramethyl-1,3,2-dioxaborolan-2-yl)-1-((2-(trimethylsilyl)ethoxy)methyl)-1H-pyrazole CC1=NN(C=C1B1OC(C(O1)(C)C)(C)C)COCC[Si](C)(C)C